ClC1=CC2=C(N(CN(C2=O)C=2C(=NC(=CC2)OC)C)C2=C(C=C(C=C2)F)C(C)C)C=N1 6-chloro-1-(4-fluoro-2-isopropyl-phenyl)-3-(6-meth-oxy-2-methylpyridin-3-yl)-2,3-dihydropyrido[3,4-d]pyrimidin-4(1H)-one